FC1(CCN(CC1)C1COC1)CNC1=C(C=C(C2=C1NC=N2)S(=O)(=O)N)[N+](=O)[O-] 7-(((4-fluoro-1-(oxetan-3-yl)piperidin-4-yl)methyl)amino)-6-nitro-1H-benzo[d]imidazole-4-sulfonamide